C(C)OC1=C(C=C(C=C1)NC1=NC=C(C(=N1)NC=1C=CC2=C(NC(O2)=O)C1)C)C(F)(F)F 5-[2-(4-Ethoxy-3-trifluoromethyl-phenylamino)-5-methyl-pyrimidin-4-ylamino]-3H-benzooxazol-2-one